dimethyl fumarate C(\C=C\C(=O)OC)(=O)OC